THIANTHRENE-1-BORONIC ACID C1(=CC=CC=2SC3=CC=CC=C3SC12)B(O)O